N-(benzyloxy)-5-((4-(4-(trifluoromethyl)phenyl)oxazol-2-yl)amino)picolinamide C(C1=CC=CC=C1)ONC(C1=NC=C(C=C1)NC=1OC=C(N1)C1=CC=C(C=C1)C(F)(F)F)=O